N-methyl-2-(trifluoro-methyl)-5,6,7,8-tetra-hydroquinolin-5-amine CNC1C=2C=CC(=NC2CCC1)C(F)(F)F